C(#N)[C@H](C[C@H]1C(NCCC1)=O)NC(=O)[C@@H]1N([C@H]2CC([C@@H]1CC2)(F)F)C([C@H](NC2=C(C=CC(=C2)F)F)C)=O (1R,3R,4R)-N-((S)-1-cyano-2-((S)-2-oxopiperidin-3-yl)ethyl)-2-((2,5-difluorophenyl)-D-alanyl)-5,5-difluoro-2-azabicyclo[2.2.2]octane-3-carboxamide